dioctyloctanehydrazide C(CCCCCCC)C(C(=O)NN)(CCCCCC)CCCCCCCC